[Li].C(C)C1=CC2=CC=CC=C2C=C1 2-ethyl-naphthalene lithium